3-[(1Z)-2-(2-aminopyrimidin-5-yl)-2-fluorovinyl]-4-(difluoromethoxy)-N-[(1S)-1-(3-fluorophenyl)-2-hydroxyethyl]benzamide NC1=NC=C(C=N1)/C(=C/C=1C=C(C(=O)N[C@H](CO)C2=CC(=CC=C2)F)C=CC1OC(F)F)/F